BrC=1C=C2C=C3N(C2=CC1)C1=C(N=C2C3CC(N2C)=O)C=CC=C1 2-Bromo-11-methyl-13,13a-dihydrobenzo[2,3]pyrrolo[2',3':5,6][1,4]diazepino[1,7-a]indol-12(11H)-one